2-Methyl-5-(3-(difluoromethoxy)phenyl)-N-(3-(2-oxopropyl)-1,2,4-thiadiazol-5-yl)furan-4-d-3-formamide CC=1OC(=C(C1C(=O)NC1=NC(=NS1)CC(C)=O)[2H])C1=CC(=CC=C1)OC(F)F